(3-(tert-butyl)isoxazol-5-yl)-2-(4-(5-(1-methyl-1H-pyrazol-4-yl)-1H-benzo[d]imidazol-1-yl)phenyl)acetamide C(C)(C)(C)C1=NOC(=C1)C(C(=O)N)C1=CC=C(C=C1)N1C=NC2=C1C=CC(=C2)C=2C=NN(C2)C